2-fluoro-6-(2-fluoropyridin-3-yl)-9-(tetrahydro-2H-pyran-2-yl)-9H-purine FC1=NC(=C2N=CN(C2=N1)C1OCCCC1)C=1C(=NC=CC1)F